(2s,4s)-2-(4-(2,5-dimethylphenyl)piperidine-1-carbonyl)-7-oxa-5-azaspiro[3.4]octan-6-one CC1=C(C=C(C=C1)C)C1CCN(CC1)C(=O)C1CC2(C1)NC(OC2)=O